triisopropyl-((8-(4,4,5,5-tetramethyl-1,3,2-dioxaborolane-2-yl)naphthalen-1-yl)ethynyl)silane C(C)(C)[Si](C#CC1=CC=CC2=CC=CC(=C12)B1OC(C(O1)(C)C)(C)C)(C(C)C)C(C)C